FC(C(=O)O)(F)F.FC(C(=O)O)(F)F.ClC=1C=C(C(=O)NC2=CC(=C(C=C2)N2CCNCC2)C)C=CC1C=1CCNCC1 3-chloro-N-(3-methyl-4-(piperazin-1-yl)phenyl)-4-(1,2,3,6-tetrahydropyridin-4-yl)benzamide bistrifluoroacetic acid salt